Ethyl (S)-5-((1-(2-chlorophenyl)ethyl)amino)-4-cyanopyrimidine-2-carboxylate ClC1=C(C=CC=C1)[C@H](C)NC=1C(=NC(=NC1)C(=O)OCC)C#N